N-(4-cyclopropyl-3-(1-methyl-1H-pyrazol-3-yl)phenyl)-5,6,7,8-tetrahydro-5,8-epiminoquinoline-9-carboxamide C1(CC1)C1=C(C=C(C=C1)NC(=O)N1C2C=3C=CC=NC3C1CC2)C2=NN(C=C2)C